4-O-beta-D-mannopyranosyl-D-glucopyranose [C@@H]1([C@@H](O)[C@@H](O)[C@H](O)[C@H](O1)CO)O[C@H]1[C@@H]([C@H](C(O)O[C@@H]1CO)O)O